2-[(3S,4R)-1-[1-(2,6-dibenzyloxy-3-pyridyl)-3-methyl-2-oxo-benzimidazol-5-yl]-3-methyl-4-piperidyl]acetic acid C(C1=CC=CC=C1)OC1=NC(=CC=C1N1C(N(C2=C1C=CC(=C2)N2C[C@H]([C@H](CC2)CC(=O)O)C)C)=O)OCC2=CC=CC=C2